tert-butyl (Z)-(3-((3-((tert-butyldiphenylsilyl)oxy)-1-cyanoprop-1-en-2-yl)amino) propyl)-(methyl)carbamate [Si](C1=CC=CC=C1)(C1=CC=CC=C1)(C(C)(C)C)OC/C(=C/C#N)/NCCCN(C(OC(C)(C)C)=O)C